ClC=1C=C(NC2(CCC3(N(CC4=CC=CC=C34)CCCOC3=CC=CC=C3)CC2)C(=O)O)C=CC1 (1s,4s)-4-(3-chloroanilino)-2'-(3-phenoxypropyl)-2',3'-dihydrospiro[cyclohexane-1,1'-isoindole]-4-carboxylic acid